N1(CCC1)CCOC1=C(C=C(C=C1)NC(CC1=CC(=CC=C1)OC)=O)C=1C(=NOC1C)C N-(4-(2-(azetidin-1-yl)ethoxy)-3-(3,5-dimethylisoxazol-4-yl)phenyl)-2-(3-methoxyphenyl)acetamide